C(CCCCCCCCCCCCCCCC)(=O)N[C@@H](CCCNC(N)=N)C(=O)O N-margaroyl-arginine